NC1=C(C=C(N=N1)C1=C(C=CC=C1)O)N1CC2CCC(C1)N2C2=CC(=NC=C2)C#CCN2CC1(C2)CCCCC1 2-[6-amino-5-[8-[2-[3-(2-azaspiro[3.5]nonan-2-yl)prop-1-ynyl]-4-pyridinyl]-3,8-diazabicyclo[3.2.1]oct-3-yl]pyridazin-3-yl]phenol